4-[3-[(5-Bromo-3-nitropyridin-2-yl)oxy]propyl]morpholine BrC=1C=C(C(=NC1)OCCCN1CCOCC1)[N+](=O)[O-]